lithio 7,7-difluoro-4-(hydroxymethyl)-5H,6H-cyclopenta[b]pyridine-2-carboxylate FC1(CCC=2C1=NC(=CC2CO)C(=O)O[Li])F